4-(benzothiazolylamino)cyclohexanone S1C(=NC2=C1C=CC=C2)NC2CCC(CC2)=O